C1(=CC=CC=2C3=CC=CC=C3NC12)S(=O)(=O)[O-] carbazole-sulfonate